[N+](=O)([O-])C1=C(C(=C(C=C1)O)[N+](=O)[O-])[N+](=O)[O-] tri-nitrophenol